COC=1C=C(C=CC1)[C@@H]([C@H](CN(C)C)C)CC (2R,3R)-3-(3-methoxyphenyl)-N,N,2-trimethylpentylamine